FC1=C(C=CC=C1)[C@H](C)N(C(=O)C1CC2(C1)CC(C2)NC(=O)NCC2=CC=C(C=C2)OC)C (S)-N-(1-(2-fluorophenyl)ethyl)-6-(3-(4-methoxybenzyl)ureido)-N-methylspiro[3.3]heptane-2-carboxamide